ethyl 1-(2-hydroxypropyl)-7-oxo-4,5,6,7-tetrahydro-1H-pyrazolo[3,4-c]pyridine-3-carboxylate OC(CN1N=C(C2=C1C(NCC2)=O)C(=O)OCC)C